methylsuccinylcarnitine CC(C(O)(CC([O-])=O)C(CCC(=O)O)=O)[N+](C)(C)C